C(#N)C1C(C)O1 1-cyanopropylene oxide